6-bromo-3-(4-(methylthio)pyrimidin-2-yl)imidazo[1,2-a]pyrazine BrC=1N=CC=2N(C1)C(=CN2)C2=NC=CC(=N2)SC